2-bromo-4-chloro-1-(2H3)methoxybenzene BrC1=C(C=CC(=C1)Cl)OC([2H])([2H])[2H]